S1C(=CC=C1)CN1C(COCC1)=O 4-(thiophen-2-ylmethyl)morpholin-3-one